C(C1=CC=CC=C1)N(C(=O)C=1C=CC(=C2C=CC=NC12)NC1CCN(CC1)CC(N1[C@@H](CCC1)C#N)=O)C N-benzyl-N-methyl-5-[[1-[2-oxo-2-[(2S)-2-cyanopyrrolidin-1-yl]ethyl]-4-piperidyl]amino]quinoline-8-carboxamide